[Si](C1=CC=CC=C1)(C1=CC=CC=C1)(C(C)(C)C)OC[C@H]1CC[C@@]2(CCCN12)COC(C1=CC=CC=C1)(C1=CC=CC=C1)C1=CC=CC=C1 (3R,7aS)-3-(((tert-butyldiphenylsilyl)oxy)methyl)-7a-((trityloxy)methyl)hexahydro-1H-pyrrolizine